2-ethyl-6-methyl-9,10-dimethacryloyloxy-1,2,3,4-tetrahydroanthracene C(C)C1CC2=C(C3=CC=C(C=C3C(=C2CC1)OC(C(=C)C)=O)C)OC(C(=C)C)=O